FC1=C2CC(CC2=C(C=C1)[N+](=O)[O-])(C(=O)OC)C(=O)OC Dimethyl 4-fluoro-7-nitro-1,3-dihydroindene-2,2-dicarboxylate